5-(azetidin-1-yl)-2-(4-bromo-2,6-dimethyl-phenyl)-3,6-dihydro-1H-triazolo[4,5-d]pyrimidin-7-one N1(CCC1)C=1NC(C2=C(N1)NN(N2)C2=C(C=C(C=C2C)Br)C)=O